C(C)C=C[SiH]1O[SiH2]O[SiH2]O1 (ethyl-vinyl)cyclotrisiloxane